(2-((2-chloro-5-methoxypyrimidin-4-yl)amino)phenyl)dimethylphosphine oxide ClC1=NC=C(C(=N1)NC1=C(C=CC=C1)P(C)(C)=O)OC